COC(C(=CC1=CC=CC=C1)C=1N=NN(C1)CC1=CC(=CC=C1)C(F)(F)F)=O (1-(3-(trifluoromethyl)benzyl)-1H-1,2,3-triazol-4-yl)cinnamic acid methyl ester